N-((cis)-3-(5-chloro-2-cyanophenyl)cyclobutyl)-1-((R or S)-1-(2-((1R,5S)-2-oxo-3-azabicyclo[3.1.0]hexan-3-yl)pyrimidin-5-yl)ethyl)-1H-pyrazole-4-carboxamide ClC=1C=CC(=C(C1)[C@H]1C[C@H](C1)NC(=O)C=1C=NN(C1)[C@H](C)C=1C=NC(=NC1)N1C([C@@H]2C[C@@H]2C1)=O)C#N |o1:19|